C(C)C=1N(C=C[N+]1CCO)CCO 2-ethyl-1,3-bis(2-hydroxyethyl)imidazolium